dimethyl-1,3-oxazolidine CC1(OCCN1)C